[Si](C1=CC=CC=C1)(C1=CC=CC=C1)(C(C)(C)C)O[C@@H]1C[C@](N(C1)C(=O)OC(C)(C)C)(C(=O)OC)C 1-(tert-butyl) 2-methyl (2S,4R)-4-((tert-butyldiphenylsilyl)oxy)-2-methylpyrrolidine-1,2-dicarboxylate